FC(S(=O)(=O)OC1=NC=2C3=C(C=CC2C=N1)N=NN3[C@@H](CO[Si](C(C)C)(C(C)C)C(C)C)C)(F)F (R)-1-(1-((triisopropylsilyl)oxy)propan-2-yl)-1H-[1,2,3]triazolo[4,5-H]quinazolin-8-yl trifluoromethanesulfonate